The molecule is an olefinic compound that is hept-5-en-1-ol substituted by methyl groups at positions 2 and 6 respectively. It has a role as a metabolite. It is a primary alcohol and an olefinic compound. CC(CCC=C(C)C)CO